S(N)(=O)(=O)C=1C=C(C=CC1)NC(NCCCC(=O)O)=O 4-(3-(3-sulfamoyl-phenyl)ureido)butyric acid